4-carbamoyl-2-[(3,4,5-trihydroxyphenyl)formamido]butanoic acid C(N)(=O)CCC(C(=O)O)NC(=O)C1=CC(=C(C(=C1)O)O)O